2,6-dihydroxy-3-cyclopentylaminobenzoic acid OC1=C(C(=O)O)C(=CC=C1NC1CCCC1)O